COC1=CC=2[C@@]34C([C@H](CC2C=C1NC(=O)C1OCCC1)N(CC4)C)CCCC3 N-[(1S,9S)-4-methoxy-17-methyl-17-azatetracyclo[7.5.3.01,10.02,7]heptadeca-2(7),3,5-trien-5-yl]oxolane-2-carboxamide